ClC=1C=C(C#N)C=C(C1)OC1=C(N=CN(C1=O)CC1=C(N=NC(=C1)CO)OC)C(F)(F)F 3-chloro-5-((1-((6-(hydroxymethyl)-3-methoxypyridazin-4-yl)methyl)-6-oxo-4-(trifluoromethyl)-1,6-dihydropyrimidin-5-yl)oxy)benzonitrile